The molecule is a dipeptide composed of 3-{[(2E)-4-methoxy-4-oxobut-2-enoyl]amino}alanine and L-phenylalanine joined by peptide linkages. It has a role as a metabolite. It is a dicarboxylic acid monoester, a dipeptide and a methyl ester. It derives from a L-phenylalanine and a 3-aminoalanine. COC(=O)/C=C/C(=O)NCC(C(=O)N[C@@H](CC1=CC=CC=C1)C(=O)O)N